IC1CN(CCC12OC(C1=NC=CC=C12)(C)C)C(=O)OC(C)(C)C tert-Butyl 3'-iodo-7,7-dimethyl-7H-spiro[furo[3,4-b]pyridine-5,4'-piperidine]-1'-carboxylate